5-(5-((1-(4-(5,7-dimethoxy-4-oxo-3,4-dihydroquinazolin-2-yl)phenyl)piperidin-4-yl)methyl)-2,5-diazabicyclo[2.2.1]heptan-2-yl)-2-(2,6-dioxopiperidin-3-yl)-6-fluoroisoindoline-1,3-dione COC1=C2C(NC(=NC2=CC(=C1)OC)C1=CC=C(C=C1)N1CCC(CC1)CN1C2CN(C(C1)C2)C=2C=C1C(N(C(C1=CC2F)=O)C2C(NC(CC2)=O)=O)=O)=O